2,2,2-Trifluoroethyl 2,2-dimethyl-3-(3-(o-tolyl)-1H-indazol-1-yl)propanoate CC(C(=O)OCC(F)(F)F)(CN1N=C(C2=CC=CC=C12)C1=C(C=CC=C1)C)C